OCC(CC(C#N)C1=CC=CC=C1)C1=CC=CC=C1 5-hydroxy-2,4-diphenylvaleronitrile